Cl.COC1=CC=C(C=N1)CN1N=CC(=C1)CN (1-((6-methoxypyridin-3-yl)methyl)-1H-pyrazol-4-yl)methylamine hydrochloride